COCCNC(=O)NC=1SC=C(N1)C(C)(C)C1=CC=C(C=C1)OC 1-(2-methoxyethyl)-3-(4-(2-(4-methoxyphenyl)-propan-2-yl)thiazol-2-yl)-urea